2,2-diphenoxypropane O(C1=CC=CC=C1)C(C)(C)OC1=CC=CC=C1